5-[4-amino-5-(trifluoromethyl)-pyrrolo[2,1-f][1,2,4]triazin-7-yl]-N-[(3R,4S)-1-[1-(2,4-dimethyl-1,3-thiazol-5-yl)-ethyl]-4-fluoropyrrolidin-3-yl]-2-methoxypyridine-3-carboxamide NC1=NC=NN2C1=C(C=C2C=2C=C(C(=NC2)OC)C(=O)N[C@@H]2CN(C[C@@H]2F)C(C)C2=C(N=C(S2)C)C)C(F)(F)F